N-((5-chloro-6-(pyridin-2-ylmethoxy)-1H-indol-2-yl)methyl)cyclopropanecarboxamide ClC=1C=C2C=C(NC2=CC1OCC1=NC=CC=C1)CNC(=O)C1CC1